C(CCCCCCC)C(C(=O)O)CCCCCC.C(CCCCCCC)(=O)OCCCCCCCC octyl octanoate (Octyl octanoate)